CC1=NOC(=C1C(C(=O)Cl)C(=O)Cl)C 2-(3,5-dimethyl-isoxazol-4-yl)malonyl chloride